C(C1=CC=CC=C1)OC1=CC(=NC(=C1)OCC=1N=C2N(C=C(C=C2N2C(N(C(C2)=O)C)=O)C2CC2)C1)NC(=O)[C@@H]1[C@H](C1)C1=NC=CC(=N1)C (1S,2S)-N-(4-(benzyloxy)-6-((6-cyclopropyl-8-(3-methyl-2,4-dioxoimidazolidin-1-yl)imidazo[1,2-a]pyridin-2-yl)methoxy)pyridin-2-yl)-2-(4-methylpyrimidin-2-yl)cyclopropane-1-carboxamide